tert-butyl 4-{2-[1-(4-fluorophenyl)-5-(pyridin-4-yl)-1H-pyrazol-4-yl]acetyl}piperazine-1-carboxylate FC1=CC=C(C=C1)N1N=CC(=C1C1=CC=NC=C1)CC(=O)N1CCN(CC1)C(=O)OC(C)(C)C